2-(4-morpholinyl)-8-phenyl-1(4H)benzopyran-4-one N1(CCOCC1)C=1OC2=C(C(C1)=O)C=CC=C2C2=CC=CC=C2